O=C1C(=C(C1=O)NC1=C(C(=NC=C1)C(=O)N(C)C)O)NC1C(CCC=2N=C(SC21)C)(C)C 4-((3,4-dioxo-2-((2,6,6-trimethyl-4,5,6,7-tetrahydrobenzo[d]thiazol-7-yl)amino)cyclobut-1-en-1-yl)amino)-3-hydroxy-N,N-dimethylpicolinamide